methyl 3-(3-chloro-4-fluorophenyl)-3-oxopropanoate ClC=1C=C(C=CC1F)C(CC(=O)OC)=O